N1C=CC2=CC=C(C=C12)N1CCN(CC1)C1=CC2=C(SCCN2CC2=CC=CC=C2)C=C1 6-(4-(1H-indol-6-yl)piperazin-1-yl)-4-benzyl-2H-benzo[b][1,4]Thiazine